C(CCCCCC=CC=CCC)O 7,9-dodecadienol